N[C@H](C)C1=CC(=CN2C1=NC(=CC2)C2=C(C=C(C=C2)F)F)C (R)-9-(1-aminoethyl)-2-(2,4-difluorophenyl)-7-methyl-4H-pyrido[1,2-a]pyrimidine